Cl.COC=1C=C2C(=CC=NC2=CC1OC)N1C[C@H](N(CC1)CCN)C (R)-2-(4-(6,7-dimethoxyquinolin-4-yl)-2-methylpiperazin-1-yl)ethanamine hydrochloride